COC1=CC=C2NC=C(C[C@@H](N)CO)C2=C1 (R)-5-methoxy-tryptophanol